Methyl 4-[3-[2,6-dichloro-4-[(2R)-2-methylpiperazin-1-yl]benzoyl]-2,4-dihydro-1,3-benzoxazin-8-yl]-5-fluoro-2-(3-oxa-8-azabicyclo[3.2.1]octan-8-yl)benzoate 2,2,2-trifluoroacetate FC(C(=O)O)(F)F.ClC1=C(C(=O)N2COC3=C(C2)C=CC=C3C3=CC(=C(C(=O)OC)C=C3F)N3C2COCC3CC2)C(=CC(=C1)N1[C@@H](CNCC1)C)Cl